[I-].C(=O)(O)[NH+]1C=CC2=CC=CC=C12 N-carboxyl-indolium iodide